2-(2-fluoro-4-pyridinyl)phenylboronic acid FC1=NC=CC(=C1)C1=C(C=CC=C1)B(O)O